The molecule is a polyunsaturated fatty acid anion that is the conjugate base of (4Z,7Z,10Z,13Z,16Z,19Z)-22-hydroxydocosahexaenoic acid, obtained by deprotonation of the carboxy group; major species at pH 7.3. It is an omega-hydroxy fatty acid anion, a long-chain fatty acid anion and a hydroxy polyunsaturated fatty acid anion. It is a conjugate base of a (4Z,7Z,10Z,13Z,16Z,19Z)-22-hydroxydocosahexaenoic acid. C(CC(=O)[O-])/C=C\\C/C=C\\C/C=C\\C/C=C\\C/C=C\\C/C=C\\CCO